3-amino-3-(2,3-dichloro-6-fluorophenyl)pyrrolidine-1-carboxylate NC1(CN(CC1)C(=O)[O-])C1=C(C(=CC=C1F)Cl)Cl